C1(CC1)C1=C(C=CC(=C1)N1N=NC(=C1)C1=CC=C(C=C1)C(F)(F)F)CN1C[C@@H](CCC1)C(C)C (2S)-2-{(3s)-1-[(2-cyclopropyl-4-{4-[4-(trifluoromethyl)phenyl]-1H-1,2,3-triazol-1-yl}phenyl)methyl]piperidin-3-yl}propane